C(C)OC=1C=C(C=NC1)/C=C/CCNC (E)-4-(5-ethoxypyridin-3-yl)-N-methylbut-3-en-1-amine